tert-Butyl 2-(4-(hydroxymethyl)-1H-pyrazol-1-yl)acetate OCC=1C=NN(C1)CC(=O)OC(C)(C)C